ClC(C(=O)NC1=CC=2C(C=3N=C(N=CC3C2C=C1)C(F)(F)F)=O)=C 2-chloro-N-(9-oxo-2-(trifluoromethyl)-9H-indeno[2,1-d]pyrimidin-7-yl)acrylamide